NC1=CN=C(S1)C 5-Amino-2-methyl-thiazol